ClC=1N2C=C(C=C2C=CC1)C(=O)N1CC2=C(CC1C)NN=C2C=2N=CSC2 5-chloro-2-[6-methyl-3-(1,3-thiazol-4-yl)-1H,4H,5H,6H,7H-pyrazolo[4,3-c]pyridine-5-carbonyl]indolizine